BrC1=NOC(=C1)C1=C(OC2=NC=C(C=N2)Cl)C=CC=C1 [2-(3-bromo-5-isoxazolyl)phenoxy]-5-chloropyrimidine